tert.-butyl [2-(3-chlorophenyl)-1,3-benzoxazol-5-yl]carbamate ClC=1C=C(C=CC1)C=1OC2=C(N1)C=C(C=C2)NC(OC(C)(C)C)=O